(S)-N-benzyl-N-(1-hydroxypropan-2-yl)glycine tert-butyl ester C(C)(C)(C)OC(CN([C@H](CO)C)CC1=CC=CC=C1)=O